C1(CCC1)NC1=NC(=NC=C1C)NC=1C=CC(=C(C(=O)OC)C1)B1OC(C(O1)(C)C)(C)C methyl 5-((4-(cyclobutylamino)-5-methylpyrimidin-2-yl)amino)-2-(4,4,5,5-tetramethyl-1,3,2-dioxaborolan-2-yl)benzoate